2-((1H-pyrrolo[2,3-b]pyridin-5-yl)oxy)-4-(4-(chroman-4-yl)piperazin-1-yl)-N-((3-nitro-4-(((tetrahydro-2H-pyran-4-yl)methyl)amino)phenyl)sulfonyl)benzamide N1C=CC=2C1=NC=C(C2)OC2=C(C(=O)NS(=O)(=O)C1=CC(=C(C=C1)NCC1CCOCC1)[N+](=O)[O-])C=CC(=C2)N2CCN(CC2)C2CCOC1=CC=CC=C21